8-(8-chloronaphthalen-1-yl)-4-hydroxy-2-(methylsulfanyl)-5,6,7,8-tetrahydro-9H-pyrimido[4,5-c]azepin-9-one ClC=1C=CC=C2C=CC=C(C12)N1C(C2=C(CCC1)C(=NC(=N2)SC)O)=O